CN(C(=O)OC1=CC=CC=2CC(OC21)(C)C)SN(C(OCCCC)=O)C 2,3-dihydro-2,2-dimethyl-7-benzofuranyl 2,4-dimethyl-5-oxo-6-oxa-3-thia-2,4-diazadecanoate